imidazolidine-2-thione N1C(NCC1)=S